NC[C@H]1NC([C@H](SCC1)C1=C(C=C(C=C1)OC1=CC=CC=C1)C)=O (2R,5S)-5-(aminomethyl)-2-(2-methyl-4-phenoxy-phenyl)-1,4-thiazepan-3-one